Dieicosylamin C(CCCCCCCCCCCCCCCCCCC)NCCCCCCCCCCCCCCCCCCCC